COC=1C=C(C=CC1)C1=NOC(=N1)C=1C=CC(N(C1)CC=1C=NC=CC1)=O 5-(3-(3-methoxyphenyl)-1,2,4-oxadiazol-5-yl)-1-(pyridin-3-ylmethyl)pyridin-2(1H)-one